9-chloro-5-isopropyl-8-(3-methoxypropoxy)-2-oxo-1,2,5,6-tetrahydro-1,10-phenanthroline-3-carboxylic acid ClC1=C(C=C2CC(C=3C=C(C(NC3C2=N1)=O)C(=O)O)C(C)C)OCCCOC